BrC=1C=C2C(=NC1)N(N=C2)C2=CC=C(C=C2)F 5-bromo-1-(4-fluorophenyl)pyrazolo[3,4-b]pyridine